CC1(C(CC2=CC=CC=C12)NC=1C=CC(=NC1)[C@@H](C(F)(F)F)N(C(=O)C1CN(C1)S(=O)(=O)C)C)C N-((1S)-1-(5-((1,1-Dimethyl-2,3-dihydro-1H-inden-2-yl)amino)pyridin-2-yl)-2,2,2-trifluoroethyl)-N-methyl-1-(methylsulfonyl)azetidine-3-carboxamide